ClC1=C(OC2=C(C=C3C=CCN4C3=C2C(=N4)N4C(C2=CC=CC=C2C4=O)=O)NC(C4=CC(=CC(=C4)C(F)(F)F)F)=O)C=C(C=C1)F N-(3-(2-chloro-5-fluorophenoxy)-2-(1,3-dioxoisoindolin-2-yl)-8H-pyrazolo[4,5,1-ij]quinolin-4-yl)-3-fluoro-5-(trifluoromethyl)benzamide